N-(4-amino-3-fluorophenyl)-5-chloro-2-(8-fluoro-chroman-4-yl)-4-(trifluoromethyl)benzamide NC1=C(C=C(C=C1)NC(C1=C(C=C(C(=C1)Cl)C(F)(F)F)C1CCOC2=C(C=CC=C12)F)=O)F